sodium 1,1-difluoroethane-1-sulfinate FC(C)(S(=O)[O-])F.[Na+]